ClC1=CC=C(C=C1)C(CN1C=NC=C1)=O 3-[2-(4-chlorophenyl)-2-oxoethyl]Imidazole